CNC(=O)C=1C=C2C(=NC1)NC=C2C=2C=NC=C(C2)C2=CC=C(C=C2)N2C(CCC2)=O n-methyl-3-(5-(4-(2-oxopyrrolidin-1-yl)phenyl)pyridin-3-yl)-1H-pyrrolo[2,3-b]pyridine-5-carboxamide